3-methylpentane-1,4-diol CC(CCO)C(C)O